CC1=CN=C(S1)C=1C=CC=C(C(=O)N[C@H](C)C=2N=NC(=CC2)C(F)(F)F)C1 5-(5-methyl-1,3-thiazol-2-yl)-N-{(1R)-1-[6-(trifluoromethyl)pyridazin-3-yl]ethyl}benzamide